2-((2,5-dioxo-1-phenylpyrrolidin-3-ylidene)methyl)benzoate O=C1N(C(CC1=CC1=C(C(=O)[O-])C=CC=C1)=O)C1=CC=CC=C1